BrC=1C=C(C=C(C1)F)N1CCN(CC1)C(CN1N=CC=C1)=O 1-(4-(3-bromo-5-fluorophenyl)piperazin-1-yl)-2-(1H-pyrazol-1-yl)ethanone